2-(8-((2s,5r)-2,5-dimethyl-4-(1-(3-methylquinoxalin-6-yl)ethyl)piperazin-1-yl)-5-methyl-6-oxo-5,6-dihydroimidazo[1,2-b]pyridazin-2-yl)acetonitrile C[C@@H]1N(C[C@H](N(C1)C(C)C=1C=C2N=C(C=NC2=CC1)C)C)C=1C=2N(N(C(C1)=O)C)C=C(N2)CC#N